OCC1CC(C(C(C1)(C)C)C(=O)OC)(C)C methyl 4-(hydroxymethyl)-2,2,6,6-tetramethylcyclohexane-1-carboxylate